CC(CN1C(C=CC2=C1N=C(N=C2)NC(C)C21CC3CC(CC(C2)C3)C1)=O)(C)C 8-(2,2-dimethylpropyl)-2-{[1-(tricyclo[3.3.1.13,7]dec-1-yl)ethyl]amino}pyrido[2,3-d]pyrimidin-7(8H)-one